mercapto-sulfonic acid gold salt [Au+3].SS(=O)(=O)[O-].SS(=O)(=O)[O-].SS(=O)(=O)[O-]